(Z)-3-(amino(5-(methoxymethoxy)pyridin-3-yl)methylene)-5-bromoindolin-2-one N\C(=C\1/C(NC2=CC=C(C=C12)Br)=O)\C=1C=NC=C(C1)OCOC